(R)-1-((7-cyano-2-(3'-(3-(((S)-3-hydroxypyrrolidin-1-yl)methyl)-1,7-naphthyridin-8-ylamino)-2,2'-dimethylbiphenyl-3-yl)benzo[d]oxazol-5-yl)methyl)pyrrolidine-3-carboxylic acid C(#N)C1=CC(=CC=2N=C(OC21)C=2C(=C(C=CC2)C2=C(C(=CC=C2)NC=2N=CC=C1C=C(C=NC21)CN2C[C@H](CC2)O)C)C)CN2C[C@@H](CC2)C(=O)O